5'-(5,5-dimethyl-1,3,2-dioxaborinan-2-yl)-1'-methylspiro[cyclopropane-1,3'-indolin]-2'-one CC1(COB(OC1)C=1C=C2C3(C(N(C2=CC1)C)=O)CC3)C